O1C(=NC=C1)C=1C(=NC=CN1)C(=O)NCC=1N=CSC1 (Oxazol-2-yl)-N-(thiazol-4-ylmethyl)pyrazine-2-carboxamide